CN(CCC1(C(C=C(C=C1F)[N+](=O)[O-])N)NCC)C 1-(2-(dimethylamino)ethyl)-N1-ethyl-6-fluoro-4-nitrobenzene-1,2-diamine